O1C(OCC1)C1CCN(CC1)C1=C(C2=C(N(C(N2C)=O)C2C(N(C(CC2)=O)CC2=CC=C(C=C2)OC)=O)C=C1)F 3-[5-[4-(1,3-dioxolan-2-yl)-1-piperidyl]-4-fluoro-3-methyl-2-oxo-benzimidazol-1-yl]-1-[(4-methoxyphenyl)methyl]piperidine-2,6-dione